C(C=C)N(C(CCCCC(=O)N)=O)CC=C N,N-diallyladipamide